2-bromo-4-iododibenzo[b,d]furan BrC1=CC2=C(OC3=C2C=CC=C3)C(=C1)I